(1R,2R)-1,2-bis(methanesulfonyloxymethyl)cyclohexane CS(=O)(=O)OC[C@H]1[C@@H](CCCC1)COS(=O)(=O)C